(E)-4-chloro-1-(2-nitrovinyl)-2-(trifluoromethyl)benzene ClC1=CC(=C(C=C1)\C=C\[N+](=O)[O-])C(F)(F)F